O=C(C(=O)N(CCC)CCC)C1=CC=C(C=C1)C 2-oxo-N,N-dipropyl-2-(p-tolyl)acetamide